TRIMETHYL-SILYLCYANIDE C[Si](C)(C)C#N